methyl-2,4-dichlorobenzene CC1=C(C=C(C=C1)Cl)Cl